2-(4,6-difluorophenyl)pyridinium FC1=CC=C(C(=C1)F)C1=[NH+]C=CC=C1